ClC1=CNC2=C(C=CC=C12)NS(=O)(=O)C=1C=NN(C1)C1=C(C=C(C=C1)C(F)(F)F)C#N N-(3-chloro-1H-indol-7-yl)-1-[2-cyano-4-(trifluoromethyl)phenyl]pyrazole-4-sulfonamide